4-cyano-4-(thiobenzoyl)thiovaleric acid C(#N)C(CCC(=S)O)(C)C(C1=CC=CC=C1)=S